1-(4-fluorophenylsulfonyl)-1H-indole-3-carbaldehyde FC1=CC=C(C=C1)S(=O)(=O)N1C=C(C2=CC=CC=C12)C=O